1,2-cyclohexanedimethanamine C1(C(CCCC1)CN)CN